bis(1-methyl-2-hydroxyethyl)-dimethyl-ammonium methylsulfate COS(=O)(=O)[O-].CC(CO)[N+](C)(C)C(CO)C